The molecule is the 4-O-feruloyl derivative of D-quinic acid. It is a quinic acid and an enoate ester. It derives from a (-)-quinic acid and a ferulic acid. It is a conjugate acid of a 4-O-feruloyl-D-quinate. COC1=C(C=CC(=C1)/C=C/C(=O)OC2[C@@H](CC(C[C@H]2O)(C(=O)O)O)O)O